Cl.ClC1=NC(=CC(=C1C#N)C(F)(F)F)C=1C=NN(C1)C1CCNCC1 2-chloro-6-[1-(4-piperidyl)pyrazol-4-yl]-4-(trifluoromethyl)pyridine-3-carbonitrile hydrochloride